methyl ethyl pimelate C(CCCCCC(=O)OCC)(=O)OC